3-(2-cyanoethoxy)-N-methylbenzamide C(#N)CCOC=1C=C(C(=O)NC)C=CC1